FC1=C(C=C(C=C1)CCCC(=O)O)C 4-(4-fluoro-3-methylphenyl)butyric acid